(2S)-1-{[(3-hydroxytricyclo[3.3.1.13,7]decan-1-yl)amino]acetyl}pyrrolidine-2-carbonitrile OC12CC3(CC(CC(C1)C3)C2)NCC(=O)N2[C@@H](CCC2)C#N